C(#N)C[C@@H]1N(CCN(C1)C1=NC(=NC(=C1[N+](=O)[O-])CC1(CCCC2=CC=CC=C12)C(=O)OC)OC)C(=O)O.BrC=1C=CC(=NC1)C(C)Br 5-bromo-2-(1-bromoethyl)pyridine (2S)-2-(cyanomethyl)-4-(2-methoxy-6-((1-(methoxycarbonyl)-1,2,3,4-tetrahydronaphthalen-1-yl)methanyl)-5-nitropyrimidin-4-yl)piperazine-1-carboxylate